(R)-6-oxopiperidine-3-carboxylic acid O=C1CC[C@H](CN1)C(=O)O